OC1=C(C=C(C=C1)C=1OC2=CC(=C(C(=C2C(C1OC)=O)O)OC)O)[O-] 2-hydroxy-5-(5,7-dihydroxy-3,6-dimethoxy-4-oxo-4H-chromen-2-yl)phenolate